Cl.O1CCN(CC1)CCCC1OC(C2=CC=CC=C12)=O 3-(3-morpholinopropyl)isobenzofuran-1(3H)-one hydrochloride